1-chloro-4-(vinyloxy)butane ClCCCCOC=C